7-(phenylsulphonamido)-5-thia-1-azabicyclo[4.2.0]oct-2-ene-2-carboxylic acid C1(=CC=CC=C1)S(=O)(=O)NC1C2SCC=C(N2C1)C(=O)O